The molecule is a thiol that is glycerol in which one of the primary hydroxy groups is replaced by a thiol group. It has a role as a vulnerary and a reducing agent. It is a thiol and a member of propane-1,2-diols. C(C(CS)O)O